ClC1=NN2C(N=CC3=C2CCC3)=C1 2-chloro-7,8-dihydro-6H-cyclopenta[e]pyrazolo[1,5-a]pyrimidine